potassium 2,2'-bipyridine-4,4'-dicarboxylate N1=C(C=C(C=C1)C(=O)[O-])C1=NC=CC(=C1)C(=O)[O-].[K+].[K+]